4-((tert-butyldimethylsilyl)oxy)but-2-ynoic acid [Si](C)(C)(C(C)(C)C)OCC#CC(=O)O